methyl 4-(N-cyclobutylamino)benzoate C1(CCC1)NC1=CC=C(C(=O)OC)C=C1